2-methyl-1-phenyl-3-(m-tolyl)propane-1,3-dione CC(C(=O)C1=CC=CC=C1)C(=O)C=1C=C(C=CC1)C